Methyl 5-amino-2-bromo-4-(trifluoromethyl)benzoate NC=1C(=CC(=C(C(=O)OC)C1)Br)C(F)(F)F